C1(CC1)C1=NC=C(C=N1)C=1C=C2C(=NC1)NN=C2C(=O)C=2C(=C(C(=CC2)F)NS(=O)(=O)CCC)F N-(3-(5-(2-cyclopropylpyrimidin-5-yl)-1H-pyrazolo[3,4-b]pyridine-3-carbonyl)-2,6-difluorophenyl)propane-1-sulfonamide